ethyl 6-bromo-3-ethylsulfonyl-imidazo[1,2-a]pyridine-2-carboxylate BrC=1C=CC=2N(C1)C(=C(N2)C(=O)OCC)S(=O)(=O)CC